BrC1=C(C(=C2C(NC=NC2=C1)=O)OCCNC(C)C=1N=CN(C1)COCC[Si](C)(C)C)Cl 7-bromo-6-chloro-5-(2-((1-(1-((2-(trimethylsilyl)ethoxy)methyl)-1H-imidazol-4-yl)ethyl)amino)ethoxy)quinazolin-4(3H)-one